(R)-6-methyl-5-((1-methyl-8-(1-methyl-1H-pyrazol-4-yl)-1H-pyrazolo[3,4-d]pyrrolo[1,2-b]pyridazin-3-yl)amino)-N-((1-methylazetidin-2-yl)methyl)nicotinamide CC1=NC=C(C(=O)NC[C@@H]2N(CC2)C)C=C1NC1=NN(C=2C=3N(N=CC21)C=C(C3)C=3C=NN(C3)C)C